N1[C@@H](C1)C(=O)N1[C@H](CN(CC1)C=1C2=C(N=C(N1)OC[C@H]1N(CCC1)C)CN(CC2)C2=C1C=NNC1=CC=C2C)CC#N 2-((S)-1-((S)-aziridine-2-carbonyl)-4-(7-(5-methyl-1H-indazol-4-yl)-2-(((S)-1-methylpyrrolidin-2-yl)methoxy)-5,6,7,8-tetrahydropyrido[3,4-d]pyrimidin-4-yl)piperazin-2-yl)acetonitrile